FC=1C(=NC=CC1S(=O)(=O)N1CCC2(CCC(C2)N2CCOCC2)CC1)OC 4-(8-((3-fluoro-2-methoxypyridin-4-yl)sulfonyl)-8-azaspiro[4.5]dec-2-yl)morpholine